1-Cyanoethyl-2-undecylimidazolium trimellitat C(C=1C(C(=O)[O-])=CC(C(=O)[O-])=CC1)(=O)[O-].C(#N)C(C)[N+]1=C(NC=C1)CCCCCCCCCCC.C(#N)C(C)[N+]1=C(NC=C1)CCCCCCCCCCC.C(#N)C(C)[N+]1=C(NC=C1)CCCCCCCCCCC